ClC1=CC2=C(N=C(N2)S)C=C1 5-chlorobenzoimidazole-2-thiol